FC=1C=C(C=C(C1OCCCCCCCCCCCCCCCC)F)S(=O)(=O)C=1C=NC2=CC=C(C=C2C1N1CCC(CC1)N1CCN(CC1)C1CCN(CC1)CC)OC(F)(F)F 3-((3,5-difluoro-4-(hexadecyloxy)phenyl)sulfonyl)-4-(4-(4-(1-ethylpiperidin-4-yl)piperazin-1-yl)piperidin-1-yl)-6-(trifluoromethoxy)quinoline